ClC1=C(C(=O)NC(C(=O)O)CCC(=O)O)C(=CC=C1)Cl 2-[(2,6-Dichlorobenzoyl)amino]pentanedioic acid